BrC1=CC(=C(CNC2COC2)C(=C1)C)C N-(4-bromo-2,6-dimethylbenzyl)oxetan-3-amine